CC1=NN=C2COCC3=C(N21)C=CC=C3C(CO)(O)C3=CC=CC=C3 1-(1-methyl-4H,6H-benzo[e][1,2,4]triazolo[3,4-c][1,4]oxazepin-7-yl)-1-phenylethane-1,2-diol